Methyl 3-[[1-(2,2-difluoroethyl)-3-methyl-pyrazol-4-yl]amino]-5-(methylamino)-6-(3-methylimidazo[4,5-c]pyridin-7-yl)pyrazine-2-carboxylate FC(CN1N=C(C(=C1)NC=1C(=NC(=C(N1)NC)C=1C2=C(C=NC1)N(C=N2)C)C(=O)OC)C)F